6-({1-[(2S)-2-amino-2-carboxypropyl]azetidin-3-yl}oxy)-3-[(1R,2S)-2-boranopropyl]-2-hydroxybenzoic acid N[C@](CN1CC(C1)OC1=CC=C(C(=C1C(=O)O)O)[C@@]1(C)CB1)(C)C(=O)O